CC1=CC(=C(C(N1)=O)CC1=C(C=CC=2OC(OC21)C2CCN(CC2)C(C(F)(F)F)=O)C(=O)N)SC ((6-methyl-4-(methylthio)-2-oxo-1,2-dihydropyridin-3-yl)methyl)-2-(1-(2,2,2-trifluoroacetyl)piperidin-4-yl)benzo[d][1,3]dioxole-5-carboxamide